NC1=NC=C(C2=C1C(=NN2[C@@H]2CN(CC2)C(C=C)=O)C#CC2=C(C(=NC=C2F)OC)F)Cl (S)-1-(3-(4-amino-7-chloro-3-((3,5-difluoro-2-methoxypyridin-4-yl)ethynyl)-1H-pyrazolo[4,3-c]pyridin-1-yl)pyrrolidin-1-yl)prop-2-en-1-one